ClCC(=O)NC1=C2C=CC=NC2=C(C=C1C(=O)C=1C2=CN(N=C2C(=CC1)F)C1OCCCC1)C 2-chloro-N-[6-[7-fluoro-2-(oxan-2-yl)indazole-4-carbonyl]-8-methylquinolin-5-yl]acetamide